Cl.CN1N=C2C=CC(=CC2=C1)C=1C=CC(=C(C1)C1=C(C=CC=C1)O)C=1N=NC(=CC1)C1CN(C1)C1COCC1 5-(2-methyl-2H-indazol-5-yl)-2-(6-(1-(tetrahydrofuran-3-yl)azetidin-3-yl)pyridazin-3-yl)phenylphenol hydrochloride